(17-(ethylamino)-17-oxoheptadecanamido)propanoic acid C(C)NC(CCCCCCCCCCCCCCCC(=O)NC(C(=O)O)C)=O